COC1=CC=C(C=C1)C(OC[C@@H]1[C@H]([C@H]([C@@H](S1)N1C=2N=C(NC(C2N=C1)=O)NC(C(C)C)=O)O)O[Si](C)(C)C(C)(C)C)(C1=CC=CC=C1)C1=CC=C(C=C1)OC N-(9-((2R,3R,4S,5R)-5-((bis(4-methoxyphenyl)(phenyl)-methoxy)methyl)-4-((tert-butyldimethylsilyl)oxy)-3-hydroxytetrahydrothien-2-yl)-6-oxo-6,9-dihydro-1H-purin-2-yl)isobutyramide